C1(CCC1)CN([C@@H]1CC[C@H](CC1)N(C1=C(C(N(C=2C=CC(=NC12)C#N)C)=O)C#N)C)C1=C(C=C(C=C1)F)OC trans-8-((4-((cyclobutylmethyl)(4-fluoro-2-methoxyphenyl)amino)cyclohexyl)(methyl)amino)-5-methyl-6-oxo-5,6-dihydro-1,5-naphthyridine-2,7-dicarbonitrile